(R)-2-(4-(2H-1,2,3-triazol-2-yl) phenyl)-2-amino-4,4-dimethylpentanoate N=1N(N=CC1)C1=CC=C(C=C1)[C@@](C(=O)[O-])(CC(C)(C)C)N